C(C)C=1C(NC=2C=C(C=NC2C1)CC1=C([C@](NC=C1C)(C(=O)NC)C)N1CCNCC1)=O (2S,5R)-4-((7-ethyl-6-oxo-5H-1,5-naphthyridin-3-yl)methyl)-2,5-dimethyl-(Piperazin-1-yl)-N-methylpyridine-2-carboxamide